ClCCN1C(=NC2=C(C1=O)C=NN2C2=CC=CC=C2)C=2C=NC(=CC2)OC 5-(2-chloroethyl)-6-(6-methoxypyridin-3-yl)-1-phenyl-1,5-dihydro-4H-pyrazolo[3,4-d]pyrimidin-4-one